(S)-6-(4-(Benzyloxy)-6-methoxybenzofuran-2-yl)-2-(1-fluoroethyl)imidazo[2,1-b][1,3,4]thiadiazole C(C1=CC=CC=C1)OC1=CC(=CC2=C1C=C(O2)C=2N=C1SC(=NN1C2)[C@H](C)F)OC